trans-4-(3,4-Dihydroisoquinolin-2(1H)-yl)-1-(6-((2-methoxyphenyl)amino)pyrimidin-4-yl)piperidine C1N(CCC2=CC=CC=C12)C1CCN(CC1)C1=NC=NC(=C1)NC1=C(C=CC=C1)OC